methyl-2,3-dihydro-3,5-dihydroxy-2-oxo-3-indoleacetic acid CC1=C2C(C(NC2=CC=C1O)=O)(CC(=O)O)O